6-(1-methyl-1H-pyrazol-4-yl)-4-(6-(piperidin-4-yl)pyridin-3-yl)pyrazolo[1,5-a]pyridine-3-carbonitrile CN1N=CC(=C1)C=1C=C(C=2N(C1)N=CC2C#N)C=2C=NC(=CC2)C2CCNCC2